CC1(CCN(CC1)C=1OC2=C(C=C(C=C2C(C1)=O)C)C(C(F)(F)F)NC1=C(C(=O)O)C=CC=C1)C 2-[[1-[2-(4,4-Dimethyl-1-piperidyl)-6-methyl-4-oxo-chromen-8-yl]-2,2,2-trifluoro-ethyl]amino]benzoic acid